N-(6-(4-(2,2-difluoroethyl)piperazin-1-yl)-2-(difluoromethyl)-2-methyl-2,3-dihydrobenzofuran-5-yl)pyrazolo[1,5-a]pyrimidine-3-carboxamide FC(CN1CCN(CC1)C1=CC2=C(CC(O2)(C)C(F)F)C=C1NC(=O)C=1C=NN2C1N=CC=C2)F